NC1=CC=CC(=N1)S(=O)(=O)NC(=O)C=1C(=NC(=CC1)C1=CC(=CC(=C1)OCC(C)C)F)N1CCCC12CCCC2 N-[(6-Amino-2-pyridyl)sulfonyl]-2-(9-azaspiro[4.4]nonan-9-yl)-6-(3-fluoro-5-isobutoxyphenyl)pyridin-3-carboxamid